BrCCCCC1(OCCO1)C (4-bromobutyl)-2-methyl-1,3-dioxolane